2-amino-N-[(1S)-5-[2-(2-aminopyridin-3-yl)-5-(pyrazol-1-yl)imidazo[4,5-b]pyridin-3-yl]-2,3-dihydro-1H-inden-1-yl]-5-bromo-4-methoxybenzamide NC1=C(C(=O)N[C@H]2CCC3=CC(=CC=C23)N2C(=NC=3C2=NC(=CC3)N3N=CC=C3)C=3C(=NC=CC3)N)C=C(C(=C1)OC)Br